2-(3,4,5-trimethyl-1H-pyrazol-1-yl)-4-methoxypyridine CC1=NN(C(=C1C)C)C1=NC=CC(=C1)OC